tert-Butyl 4-(1-(2,6-dioxopiperidin-3-yl)-3-methyl-2-oxo-2,3-dihydro-1H-benzo[d]imidazol-5-yl)-3,6-dihydropyridine-1(2H)-carboxylate O=C1NC(CCC1N1C(N(C2=C1C=CC(=C2)C=2CCN(CC2)C(=O)OC(C)(C)C)C)=O)=O